ClC=1N=C(C=2OCCNC2N1)OCCC1=CNC2=CC(=CC=C12)F 2-chloro-4-[2-(6-fluoro-1H-indol-3-yl)ethoxy]-7,8-dihydro-6H-pyrimido(5,4-b)[1,4]oxazine